C1(CC1)C=1C(NC=2C=C(C=NC2C1)CN1CCN(CC1)C=1C=CC(=NC1)C(=O)NCCO)=O 5-(4-((7-cyclopropyl-6-oxo-5,6-dihydro-1,5-naphthyridin-3-yl)methyl)piperazin-1-yl)-N-(2-hydroxyethyl)picolinamide